(4-((1H-pyrrolo[3,2-b]pyridin-1-yl)methyl)phenyl)boronic acid N1(C=CC2=NC=CC=C21)CC2=CC=C(C=C2)B(O)O